C(#N)C=1C(=NN2C1N=C(C=C2C2=CC=CC=C2)C2=CC=CC=C2)C(=O)NC2CN(C2)C 3-Cyano-N-(1-methylazetidin-3-yl)-5,7-diphenylpyrazolo[1,5-a]pyrimidine-2-carboxamide